2,6-dimethoxyanthraquinone COC1=CC=2C(C3=CC=C(C=C3C(C2C=C1)=O)OC)=O